2-(2,6-dichloro-4-(6-(difluoromethyl-d)-3,5-dioxo-4,5-dihydro-1,2,4-triazin-2(3H)-yl)phenoxy)-5-hydroxy-N-((1r,3r)-3-hydroxycyclobutyl)pyridine-4-sulfonamide ClC1=C(OC2=NC=C(C(=C2)S(=O)(=O)NC2CC(C2)O)O)C(=CC(=C1)N1N=C(C(NC1=O)=O)C([2H])(F)F)Cl